4-(2,4-Dimethoxyphenyl)-2-(4-(ethyl)phenyl)pyrimidine COC1=C(C=CC(=C1)OC)C1=NC(=NC=C1)C1=CC=C(C=C1)CC